[Rh+]=O Rhodium(III) Oxide